N-((3S,4R)-3-fluoro-1-methylpiperidin-4-yl)-2-(5-(((2-methoxy-4-(methylsulfonyl)phenyl)amino)methyl)-1,3,4-thiadiazol-2-yl)-1-(2,2,2-trifluoroethyl)-1H-indol-4-amine F[C@H]1CN(CC[C@H]1NC=1C=2C=C(N(C2C=CC1)CC(F)(F)F)C=1SC(=NN1)CNC1=C(C=C(C=C1)S(=O)(=O)C)OC)C